1-(3-methylbut-2-en-1-yl)naphthalene-1,8-diamine CC(=CCC1(CC=CC2=CC=CC(=C12)N)N)C